9-{4-[4-(1,1-difluoroethyl)-phenoxy]phenyl}-3,4,6,7,8,9-hexahydropyrido[2,1-c][1,2,4]thiadiazine 2,2-dioxide FC(C)(F)C1=CC=C(OC2=CC=C(C=C2)C2CCCN3C2=NS(CC3)(=O)=O)C=C1